(7-((2S,5R)-4-(1-(benzo[d]thiazol-5-yl)ethyl)-2,5-diethylpiperazin-1-yl)-4-methyl-5-oxo-4,5-dihydro-2H-pyrazolo[4,3-b]pyridin-2-yl)acetonitrile S1C=NC2=C1C=CC(=C2)C(C)N2C[C@@H](N(C[C@H]2CC)C=2C=1C(N(C(C2)=O)C)=CN(N1)CC#N)CC